C(CCCCCCCCCCCCC)OC1=CC=C(O1)C(=O)OCCN1CCOCC1 2-morpholinoethyl 5-(tetradecyloxy)furan-2-carboxylate